6-isopropoxy-2-(4-piperidyl)-N-[6-(trifluoromethyl)-2-pyridyl]indazole-5-carboxamide C(C)(C)OC=1C(=CC2=CN(N=C2C1)C1CCNCC1)C(=O)NC1=NC(=CC=C1)C(F)(F)F